(R)-5-fluoro-4-(4-fluoro-1-isopropyl-2-methyl-1H-benzo[d]imidazol-6-yl)-N-(5-((2-methyl-2-(2-((2,2,2-trifluoroethyl)amino)ethyl)morpholino)methyl)pyridin-2-yl)pyrimidin-2-amine FC=1C(=NC(=NC1)NC1=NC=C(C=C1)CN1C[C@](OCC1)(CCNCC(F)(F)F)C)C=1C=C(C2=C(N(C(=N2)C)C(C)C)C1)F